heptadecan-9-yl 8-((6-((S)-2-amino-3-(1H-imidazol-5-yl)propanamido)-2-hydroxyhexyl)(6-Oxo-6-(undecyloxy)hexyl)amino)octanoate N[C@H](C(=O)NCCCCC(CN(CCCCCCCC(=O)OC(CCCCCCCC)CCCCCCCC)CCCCCC(OCCCCCCCCCCC)=O)O)CC1=CN=CN1